(RS-cis)-5-fluoro-2,3-dimethyl-4-(1a,2,3,7b-tetrahydro-1H-cyclopropa[c]quinolin-7-yl)-1H-indole-7-carboxamide TFA salt OC(=O)C(F)(F)F.FC=1C(=C2C(=C(NC2=C(C1)C(=O)N)C)C)C=1C=2[C@@H]3[C@H](CNC2C=CC1)C3